ethyl (E)-3-pyrrolidin-1-yl-but-2-enoate N1(CCCC1)/C(=C/C(=O)OCC)/C